(R)-2-hydroxy-N-(4-nitrophenyl)-2-phenylacetamide O[C@@H](C(=O)NC1=CC=C(C=C1)[N+](=O)[O-])C1=CC=CC=C1